C(C)(C)(C)OC=1C2=C(N=C(N1)SC)C(=C(N2COCC[Si](C)(C)C)C(=O)O)F 4-(tert-butoxy)-7-fluoro-2-(methylthio)-5-((2-(trimethylsilyl)ethoxy)methyl)-5H-pyrrolo[3,2-d]pyrimidine-6-carboxylic acid